5-chloro-N-((1r,4r)-4-((3-(2-chlorophenyl)-2-oxo-2,3-dihydro-1H-imidazo[4,5-b]pyridin-1-yl)methyl)cyclohexyl)-2-(difluoromethyl)nicotinamide ClC=1C=NC(=C(C(=O)NC2CCC(CC2)CN2C(N(C3=NC=CC=C32)C3=C(C=CC=C3)Cl)=O)C1)C(F)F